methylaminophenyltriazine CNC=1C(=NN=NC1)C1=CC=CC=C1